N-(4-(6-(((3aR,5s,6aS)-2-(4-fluorobenzyl)octahydrocyclopenta[c]pyrrol-5-yl)amino)pyridazin-3-yl)phenyl)acetamide FC1=CC=C(CN2C[C@@H]3[C@H](C2)CC(C3)NC3=CC=C(N=N3)C3=CC=C(C=C3)NC(C)=O)C=C1